4-(3-Ethoxy-4-fluorophenyl)-5-[4-[(3S)-1-(3-fluoropropyl)pyrrolidin-3-yl]oxyphenyl]-2,3-dihydro-1-benzothiepin-8-ol C(C)OC=1C=C(C=CC1F)C=1CCSC2=C(C1C1=CC=C(C=C1)O[C@@H]1CN(CC1)CCCF)C=CC(=C2)O